methyl 7-formyl-2-(4-methoxybenzyl)-8-(naphthalen-1-ylmethyl)-6-oxo-9-(3-(trifluoromethyl)phenyl)-3,4-dihydro-2H,6H-pyrido[1,2-e][1,2,5]thiadiazine-4-carboxylate 1,1-dioxide C(=O)C1=C(C(=C2N(C(CN(S2(=O)=O)CC2=CC=C(C=C2)OC)C(=O)OC)C1=O)C1=CC(=CC=C1)C(F)(F)F)CC1=CC=CC2=CC=CC=C12